Oxoacetylacetic acid O=CC(=O)CC(=O)O